8-benzopyran-7,8-d O1C=CC=C2C=CC(C(=C21)[2H])[2H]